tert-butyl 4-[2-[(10S)-4-[2-(methoxymethoxy)phenyl]-1,5,6,8,12-pentazatricyclo[8.4.0.02,7]tetradeca-2,4,6-trien-12-yl]acetyl]piperazine-1-carboxylate COCOC1=C(C=CC=C1)C=1C=C2N3CCN(C[C@@H]3CNC2=NN1)CC(=O)N1CCN(CC1)C(=O)OC(C)(C)C